sulfopropyl alcohol S(=O)(=O)(O)CCCO